di-iodo-phenyl-1-ethyne IC=1C(=C(C=CC1)C#C)I